C(C)C=1C(=NC=2C=CNC(C2C1)=O)CO ethyl-2-(hydroxymethyl)-1,6-naphthyridin-5(6H)-one